BrC=1C(=C2C(=NC1)N=C(N2)C2=C(N(C(=C2)C)C2=C(C=CC(=C2)C(=O)N2CCN(CC2)C)C)C)NC=2C=C(C=CC2)S(=O)(=O)N 3-((6-bromo-2-(2,5-dimethyl-1-(2-methyl-5-(4-methylpiperazine-1-carbonyl)phenyl)-1H-pyrrol-3-yl)-1H-imidazo[4,5-b]pyridin-7-yl)amino)benzenesulfonamide